O1CCN(CC1)C(C[C@H](C(=O)N[C@@H](CCCC1=CC=CC=C1)B1O[C@@]2([C@H](O1)C[C@H]1C([C@@H]2C1)(C)C)C)NC1=CC=CC=C1)=O (R)-4-morpholino-4-oxo-N-((R)-4-phenyl-1-((3aS,4S,6S,7aR)-3a,5,5-trimethylhexahydro-4,6-methanobenzo[d][1,3,2]dioxaborol-2-yl)butyl)-2-(phenylamino)butanamide